C(#N)C[C@H]1N(C[C@@H](C1)OC1=NC(=NC(=C1)O[C@@H](C)[C@H]1N(CCC1)C)C1=NC(=NO1)C(C)(C)C1=CC=CC=C1)C(=O)OC(C)(C)C tert-Butyl (2R,4R)-2-(cyanomethyl)-4-({6-[(1S)-1-[(2S)-1-methylpyrrolidin-2-yl]ethoxy]-2-[3-(2-phenylpropan-2-yl)-1,2,4-oxadiazol-5-yl]pyrimidin-4-yl}oxy)pyrrolidine-1-carboxylate